C(N)(=O)C=1C=C(C=CC1)CN1C2=C(C=CC=C2C=2CCCC(C12)OCCCCC)C(=O)O 9-[(3-carbamoylphenyl)methyl]-1-(pentyloxy)-2,3,4,9-tetrahydro-1H-carbazole-8-carboxylic acid